(S)-5-Chloro-N-(8,9-difluoro-6-oxo-1,4,5,6-tetrahydro-2H-pyrano[3,4-c]isoquinolin-1-yl)-N-methyl-1H-pyrrolo[2,3-b]pyridine-2-carboxamide ClC=1C=C2C(=NC1)NC(=C2)C(=O)N(C)[C@@H]2COCC=1NC(C=3C=C(C(=CC3C12)F)F)=O